NC1=NC2=CC=C(C=C2C=N1)C=1C=C(C=CC1F)N1C(C=CC(=C1)Cl)OC N-[3-(2-aminoquinazolin-6-yl)-4-fluorophenyl]-5-chloro-2-methoxypyridine